CC1(CN=CC2=CC=C(C=C12)C1=NC(=NC=C1)NC1=CC(=CC=C1)N1CCN(CC1)C)C 4,4-Dimethyl-6-(2-((3-(4-methylpiperazin-1-yl)phenyl)amino)pyrimidin-4-yl)-3,4-diHydroisoquinolin